5-(6,8-difluoro-2-(((2R,7aS)-2-fluorotetrahydro-1H-pyrrolizin-7a(5H)-yl)methoxy)-5-methoxyquinazolin-4-yl)-N-isopropyl-5,6,7,8-tetrahydro-4H-pyrazolo[1,5-a][1,4]diazepine-2-carboxamide FC=1C(=C2C(=NC(=NC2=C(C1)F)OC[C@]12CCCN2C[C@@H](C1)F)N1CC=2N(CCC1)N=C(C2)C(=O)NC(C)C)OC